((3R,4R,5R,6R)-4,5-dihydroxy-6-(hydroxymethyl)tetrahydro-2H-pyran-3-yl)(4-methylpiperazin-1-yl)methanone sodium β-naphthalenesulfonate C1=C(C=CC2=CC=CC=C12)S(=O)(=O)[O-].[Na+].O[C@@H]1[C@@H](CO[C@@H]([C@@H]1O)CO)C(=O)N1CCN(CC1)C